8-bromonaphthalene-2-diazonium tetrafluoroborate F[B-](F)(F)F.BrC=1C=CC=C2C=CC(=CC12)[N+]#N